C(C)OC(=O)C1=CC(=C2C=CC(=CN2C1=O)Br)I ethyl-7-bromo-1-iodo-4-oxo-quinolizine-3-carboxylate